FC(C)(F)C12CC(C1)(C2)C21CC(C2)(C1)N 3-[3-(1,1-difluoroethyl)bicyclo[1.1.1]pentan-1-yl]bicyclo[1.1.1]pentan-1-amine